Mesoxalic acid C(C(=O)C(=O)O)(=O)O